(Z)-3-(2-(5-(2-aminoethyl)-1H-indol-3-yl)-2-cyanovinyl)-4-methoxybenzonitrile NCCC=1C=C2C(=CNC2=CC1)/C(=C/C=1C=C(C#N)C=CC1OC)/C#N